ClC=1C2=CN(N=C2C(=C(C1)C1=CC=C(C=C1)OC1CCN(CC1)C)Cl)C(C(=O)NC=1SC=CN1)C1=C2N(C=N1)C[C@@H](C2)F 2-(4,7-dichloro-6-(4-((1-methylpiperidin-4-yl)oxy)phenyl)-2H-indazol-2-yl)-2-((R)-6-fluoro-6,7-dihydro-5H-pyrrolo[1,2-c]imidazol-1-yl)-N-(thiazol-2-yl)acetamide